NC1=NN=C(S1)OCC1C2CN(C(C1)C2)C(=O)OC(C)(C)C tert-butyl 5-(((5-amino-1,3,4-thiadiazol-2-yl)oxy)methyl)-2-azabicyclo(2.2.1)heptane-2-carboxylate